BrCCCCCCO[Si](OC(CSSCCCCCCCCCCCC)OCCCCCCCCCCCCCCCC)(C)C 1-bromo-10-(hexadecyloxy)-8,8-dimethyl-7,9-dioxa-12,13-dithia-8-silapentacosane